CN1N=NC2=C1C=C(C=C2)C2=CNC1=NC=C(C=C12)C=1C=NC(=CC1)N1CCN(CC1)C 1-methyl-6-(5-(6-(4-methylpiperazin-1-yl)pyridin-3-yl)-1H-pyrrolo[2,3-b]pyridin-3-yl)-1H-benzo[d][1,2,3]triazole